BrC=1C=2N(C=C(C1)S(=O)(=N)CC)N=CC2C#N 4-bromo-6-(ethylsulfonimidoyl)pyrazolo[1,5-a]pyridine-3-carbonitrile